C(C)(C)N1C(=NC2=C1C=CC=C2)CNC2CCCCC2 N-[(1-isopropyl-1H-benzimidazol-2-yl)-methyl]cyclohexylamine